(S)-1'-(6-chloropyrido[2,3-b]pyrazin-2-yl)-5,7-dihydrospiro[cyclopenta[b]pyridin-6,4'-piperidin]-5-amine ClC=1C=CC=2C(=NC=C(N2)N2CCC3(CC2)[C@@H](C=2C(=NC=CC2)C3)N)N1